BrC=1C(=C(C=CC1)C=1N=C(C(=NC1)CN(C1CCC(CC1)C(=O)OC)C)OC)C Methyl (1r,4r)-4-(((5-(3-bromo-2-methylphenyl)-3-methoxypyrazin-2-yl)methyl)(methyl)amino)cyclohexane-1-carboxylate